FC1=CC=C(C=C1)C(C#N)=C1CCN(CC1)C(=O)N1CCC(CC1)C(F)(F)F 2-(4-fluorophenyl)-2-(1-(4-(trifluoromethyl)piperidine-1-carbonyl)piperidin-4-ylidene)acetonitrile